6-(benzyloxy)-2-oxobenzo[d]oxazol C(C1=CC=CC=C1)OC1=CC2=C(NC(O2)=O)C=C1